CS(=O)(=O)OCC1=NC(=CC(=C1Br)Cl)C1CC1 (3-bromo-4-chloro-6-cyclopropylpyridin-2-yl)methyl methanesulfonate